C1(CCCC1)N1C(C(=CC2=C1N=C(N=C2)NC2C(CN(CC2([2H])[2H])S(=O)(=O)C([2H])([2H])[2H])([2H])[2H])C([2H])([2H])[2H])=O 8-cyclopentyl-6-(methyl-d3)-2-((1-((methyl-d3)sulfonyl)piperidin-4-yl-3,3,5,5-d4)-amino)pyrido[2,3-d]pyrimidin-7(8H)-one